CC1=C(C(=CC=C1)C)NC(C=C)=O N-(2,6-dimethylphenyl)acrylamide